N-(2-fluoro-3-{6-oxo-4-[5-(trifluoromethyl)pyridin-2-yl]-1,6-dihydropyrimidin-2-yl}-4-(Trifluoromethyl)benzyl)picolinamide FC1=C(CNC(C2=NC=CC=C2)=O)C=CC(=C1C=1NC(C=C(N1)C1=NC=C(C=C1)C(F)(F)F)=O)C(F)(F)F